Methyl 1-(4-methoxybenzyl)-5-oxopyrrolidine-3-carboxylate COC1=CC=C(CN2CC(CC2=O)C(=O)OC)C=C1